1-bromo-4,6-undecadiene BrCCCC=CC=CCCCC